phenyl salicylate (PHENYL SALICYLATE) C1(=CC=CC=C1)OC=1C(C(=O)O)=CC=CC1.C(C=1C(O)=CC=CC1)(=O)OC1=CC=CC=C1